adamantan-1-acetamide C12(CC3CC(CC(C1)C3)C2)CC(=O)N